6-((1R,4R)-2-oxa-5-azabicyclo[2.2.1]hept-5-yl)-N-((R)-1-(3-(difluoromethyl)-2-fluorophenyl)ethyl)cinnolin-4-amine [C@H]12OC[C@H](N(C1)C=1C=C3C(=CN=NC3=CC1)N[C@H](C)C1=C(C(=CC=C1)C(F)F)F)C2